C(C1=CC=CC=C1)N=C=NC1CCCCC1 N-benzyl-N'-cyclohexyl-carbodiimide